Fmoc-FmocAlanine C(=O)(OCC1C2=CC=CC=C2C2=CC=CC=C12)N([C@@H](C)C(=O)O)C(=O)OCC1C2=CC=CC=C2C2=CC=CC=C12